C1(CC1)CN=S(=O)(C1=C(N=C2N1C=C(C=C2)C2=NOC(=N2)C(F)(F)F)C)C ((cyclopropylmethyl)imino)(methyl)(2-methyl-6-(5-(trifluoromethyl)-1,2,4-oxadiazol-3-yl)imidazo[1,2-a]pyridin-3-yl)-λ6-sulfanone